NC1=C(C=C(C=C1)CO[Si](C(C)C)(C(C)C)C(C)C)N[C@H]1CN(CCCC1)C(=O)OC(C)(C)C tert-butyl (R)-3-((2-amino-5-(((triisopropylsilyl)oxy)methyl)phenyl)amino)azepane-1-carboxylate